FC(C1=C(C=CC(=C1)C(F)(F)F)CC(=O)N(C1=CC=C(C=C1)F)CC1=NN=C(O1)C1=CC=C(C=N1)C1CN(CC1)C(=O)OC(C)(C)C)(F)F 2-methylpropan-2-yl 3-(6-{5-[({2-[2,4-bis(trifluoromethyl)phenyl]acetyl}(4-fluorophenyl)amino)methyl]-1,3,4-oxadiazol-2-yl}pyridin-3-yl)tetrahydropyrrole-1-carboxylate